2-[3-(1,3-benzothiazol-2-ylamino)-4-methyl-6,7-dihydro-5H-pyrido[2,3-c]pyridazin-8-yl]-5-[3-[2-fluoro-4-(3-piperazin-1-ylprop-1-ynyl)phenoxy]propyl]thiazole-4-carboxylic acid S1C(=NC2=C1C=CC=C2)NC2=C(C1=C(N=N2)N(CCC1)C=1SC(=C(N1)C(=O)O)CCCOC1=C(C=C(C=C1)C#CCN1CCNCC1)F)C